2-cyclohexylformic acid oxime C1C(CCCC1)C(O)=NO